C(C#C)N1N=CC=N1 prop-2-ynyl-2H-triazole